Rac-(2s,4s,5s)-4-cyano-5-(2,3-dihydro-1H-inden-5-yl)-4-methylpyrrolidine-2-carboxylic acid ethyl ester C(C)OC(=O)[C@H]1N[C@H]([C@@](C1)(C)C#N)C=1C=C2CCCC2=CC1 |r|